(rac)-(6-(3-Fluoro-5-isopropylphenyl)-2-azaspiro[3.4]octan-2-yl)((1s,3s)-3-hydroxy-3-methylcyclobutyl)methanone FC=1C=C(C=C(C1)C(C)C)[C@H]1CC2(CN(C2)C(=O)C2CC(C2)(C)O)CC1 |r|